C1(=CC=CC=C1)C#CC1=NC2=CC=CC=C2C=C1C=O 2-(phenylethynyl)quinoline-3-carbaldehyde